tert-Butyl ((S)-1-(((S)-1-(((S)-1-cyano-2-((S)-2-oxopyrrolidin-3-yl)ethyl)amino)-4-methyl-1-oxopentan-2-yl)amino)-3,3-dimethyl-1-oxobutan-2-yl)carbamate C(#N)[C@H](C[C@H]1C(NCC1)=O)NC([C@H](CC(C)C)NC([C@H](C(C)(C)C)NC(OC(C)(C)C)=O)=O)=O